Ethyl (E)-8-(4,4,5,5-tetramethyl-1,3,2-dioxaborolan-2-yl)oct-7-enoate CC1(OB(OC1(C)C)/C=C/CCCCCC(=O)OCC)C